O1CCOC12CC=C(CC2)C2=CC=C(C=C2)B2OC(C(O2)(C)C)(C)C 2-(4-(1,4-dioxaspiro[4.5]dec-7-en-8-yl)phenyl)-4,4,5,5-tetramethyl-1,3,2-dioxaborolane